2,2'-methylene-bis-(4,6-di-tert-butyl-phenyl) phosphate P1(=O)(OC2=C(C=C(C=C2C(C)(C)C)C(C)(C)C)CC2=C(C(=CC(=C2)C(C)(C)C)C(C)(C)C)O1)[O-]